C([C@H]([C@H]([C@@H]([C@H](C=O)F)O)O)O)O fluoroDeoxyGlucose